N-(4-ethylphenyl)formylformamide C(C)C1=CC=C(C=C1)C(=O)NC=O